C(C1=CC=CC=C1)(=O)NC=1SC(=C(C1C(=O)O)C1CC2=CC=CC=C2CC1)Cl 2-benzoylamino-5-chloro-4-tetrahydronaphthalen-2-yl-thiophene-3-carboxylic acid